C(CC(C)C)N1CC2(CCC1)CCNCC2 2-Isopentyl-2,9-diazaspiro[5.5]undecane